C(CCC)C1=CC=C(C=C1)C1=NOC(=N1)CC(C(=O)O)=C 2-((3-(4-butylphenyl)-1,2,4-oxadiazol-5-yl)methyl)acrylic acid